6-(3,4,5-trimethoxyphenyl)-1H-phenalen-1-one COC=1C=C(C=C(C1OC)OC)C1=CC=C2C=CC(C=3C=CC=C1C32)=O